CNC(=O)ON1C(=O)CCC1=O N-Succinimidyl N-methylcarbamate